5-(4-(2-aminoethoxy)phenyl)-6-chloro-1H-indole NCCOC1=CC=C(C=C1)C=1C=C2C=CNC2=CC1Cl